4-(2-((4-(trifluoromethyl)pyrimidin-2-yl)amino)phenyl)-5,6-dihydropyridine FC(C1=NC(=NC=C1)NC1=C(C=CC=C1)C1=CC=NCC1)(F)F